[Mn](=O)(=O)([O-])[O-].[Na+].[Fe+2].[Ni+2].[Cu+2] Copper nickel iron sodium manganate